C1N(CC12CNC2)CC2CCN(CC2)C2=CC=C(C=C2)[C@@H]2C(NC(CC2)=O)=O |r| rac-(3R)-3-[4-(4-{2,6-diazaspiro[3.3]heptan-2-ylmethyl}piperidin-1-yl)phenyl]piperidine-2,6-dione